3-(tert-butyl)-N-(4-(tert-butyl)phenyl)aniline C(C)(C)(C)C=1C=C(NC2=CC=C(C=C2)C(C)(C)C)C=CC1